3-((8-methoxy-2-(6-methoxypyridin-3-yl)chroman-6-yl)methyl)-6-(2-methyl-1H-imidazol-1-yl)pyrazolo[1,5-a]pyridine COC=1C=C(C=C2CCC(OC12)C=1C=NC(=CC1)OC)CC=1C=NN2C1C=CC(=C2)N2C(=NC=C2)C